((R)-3-(difluoromethyl)tetrahydrofuran-3-yl)-2-methyl-2,6-dihydropyrido[3,4-d]pyridazine-1,7-dione FC([C@@]1(COCC1)C1=NN(C(C=2C1=CNC(C2)=O)=O)C)F